C1(=CC=CC=C1)C1CC2(C1)CN(CC2)C(=O)OCCCC butyl 2-phenyl-6-azaspiro[3.4]octane-6-carboxylate